tert-butyl 4-({1-[1-methyl-5-({2-[(2R)-1-methylpyrrolidin-2-yl]imidazo[1,2-a]pyrazin-6-yl}carbamoyl)indazol-3-yl]piperidin-4-yl}methyl)piperazine-1-carboxylate CN1N=C(C2=CC(=CC=C12)C(NC=1N=CC=2N(C1)C=C(N2)[C@@H]2N(CCC2)C)=O)N2CCC(CC2)CN2CCN(CC2)C(=O)OC(C)(C)C